Cl.NC1=C(C=C(N=N1)C1=C(C=CC=C1)O)N1C[C@H]2COC[C@@H](C1)N2C2=CC(=CC=C2)OC2CCNCC2 2-[6-amino-5-[(1R,5S)-9-[3-(4-piperidyloxy)phenyl]-3-oxa-7,9-diazabicyclo[3.3.1]nonan-7-yl]pyridazin-3-yl]phenol hydrochloride